O=C1CC[C@H](N1C(=O)[O-])C(=O)OC 2-methyl (S)-5-oxopyrrolidine-1,2-dicarboxylate